C1(CC1)C=1C(=NN2C1N=C(C=C2C=2C=NNC2)N2CC1=CC=CC=C1C2)C(=O)NC2=CC(=CC=C2)O 3-cyclopropyl-N-(3-hydroxyphenyl)-5-(isoindolin-2-yl)-7-(1H-pyrazol-4-yl)pyrazolo[1,5-a]pyrimidine-2-carboxamide